C1CCCN2C1=C1N(NC=3C=CC=CC13)C=C2 dihydro-2H-pyrido[2',1':3,4]pyrazino[1,2-b]indazole